The molecule is a L-proline derivative in which L-proline is substituted on nitrogen with a (2S)-2-methyl-3-sulfanylpropanoyl group. It is used as an anti-hypertensive ACE inhibitor drug. It has a role as an EC 3.4.15.1 (peptidyl-dipeptidase A) inhibitor and an antihypertensive agent. It is a pyrrolidinemonocarboxylic acid, a N-acylpyrrolidine, an alkanethiol and a L-proline derivative. C[C@H](CS)C(=O)N1CCC[C@H]1C(=O)O